2-(6-(((1S,4S,5S,6R)-6-fluoro-1-methyl-2-azabicyclo[2.2.1]heptan-5-yl)(methyl)amino)pyridazin-3-yl)-5-(1H-imidazol-1-yl)phenol F[C@@H]1[C@H]([C@@H]2CN[C@]1(C2)C)N(C2=CC=C(N=N2)C2=C(C=C(C=C2)N2C=NC=C2)O)C